[Br].CN1CN(C=C1)C 1-methyl-3-methylimidazole bromine salt